C(CCC)OC(=O)N1CCCC12CCC(CC2)N(CC2=CC=CC=C2)CC2=CC=CC=C2.ClC2=C(C(=NC1=CC(=C(C=C21)Cl)OC)C)C2=CC=C(C=C2)C2=CC=C(C=C2)S(F)(F)(F)(F)F 4,6-Dichloro-7-methoxy-2-methyl-3-(4'-(pentafluorosulfanyl)-[1,1'-biphenyl]-4-yl)quinoline butyl-8-(dibenzylamino)-1-azaspiro[4.5]decane-1-carboxylate